FC1=C(C=CC(=C1)F)C1SCCCS1 2-(2,4-difluorophenyl)-1,3-dithiane